N1=CC=NC2=CC3=C(C4CNCC3C4)C=C21 7,8,9,10-tetrahydro-6,10-methano-6H-pyrazino[2,3-h]-[3]benzazepine